C(CCCC)C1=CC=C(C(=O)C2=C(C(=O)O)C=CC=C2)C=C1 (4'-pentylbenzoyl)benzoic acid